[5-[2-(2-hydroxyethoxy)-5-[2-[[(1S,2S)-2-methylcyclohexyl]amino]-1,3-benzothiazol-7-yl]phenyl]-2-furyl]phosphonic acid OCCOC1=C(C=C(C=C1)C1=CC=CC=2N=C(SC21)N[C@@H]2[C@H](CCCC2)C)C2=CC=C(O2)P(O)(O)=O